7-(3-(6-(2,5-dioxo-2,5-dihydro-1H-pyrrol-1-yl)-N-methylhexanamido)propoxy)-2-(1-ethyl-3-methyl-1H-pyrazole-5-carboxamido)-1H-benzo[d]imidazole-5-carboxamide O=C1N(C(C=C1)=O)CCCCCC(=O)N(C)CCCOC1=CC(=CC2=C1NC(=N2)NC(=O)C2=CC(=NN2CC)C)C(=O)N